NC1=C(C=C(C=C1)C1=CC=CC=C1)NC=1C=CC(=NC1C)NC(=O)C1CCC(CC1)C(=O)OC methyl (1r,4r)-4-((5-((4-amino-[1,1'-biphenyl]-3-yl)amino)-6-methylpyridin-2-yl)carbamoyl)cyclohexane-1-carboxylate